1-(4-chlorophenyl)-3-phenylpropan-2-yn-1-one ClC1=CC=C(C=C1)C(C#CC1=CC=CC=C1)=O